FC1=CS(=O)(=O)OCCC1 2-Fluoro-1-Pentene-1,5-sultone